C(C)(C)(C)OC(=O)N1[C@@H](CCC1)C=1C=C(C=C2CCN(CC12)C(=O)[O-])Cl (S)-8-(1-(tert-Butoxycarbonyl)pyrrolidin-2-yl)-6-chloro-3,4-dihydroisoquinoline-2(1H)-carboxylate